N-(2-(1-(2-(4-(3-(2,4-dioxotetrahydropyrimidin-1(2H)-yl)-4-methoxybenzoyl)Piperazin-1-yl)ethyl)piperidin-4-yl)-6-methoxy-2H-indazol-5-yl)-6-(trifluoromethyl)picolinamide O=C1N(CCC(N1)=O)C=1C=C(C(=O)N2CCN(CC2)CCN2CCC(CC2)N2N=C3C=C(C(=CC3=C2)NC(C2=NC(=CC=C2)C(F)(F)F)=O)OC)C=CC1OC